C12(CC3CC(CC(C1)C3)C2)C=2C(=C(C=C(C2)C)C2=C(C=CC=C2)C2=NC(=CC=C2)C2=C(C=CC=C2)C2=C(C(=CC(=C2)C)C2C3CC1CC(CC2C1)C3)OC)OC (3'-((3r,5r,7r)-adamantan-1-yl)-2'-methoxy-5'-methyl-[1,1'-biphenyl]-2-yl)-6-(3'-((1r,3r)-adamantan-2-yl)-2'-methoxy-5'-methyl-[1,1'-biphenyl]-2-yl)pyridine